FC1=CC2=C(C(CC3(O2)CN(C3)C(=O)NCC=3C=C2C=CN(C2=CC3)C)=O)C=C1 7'-fluoro-N-[(1-methyl-1H-indol-5-yl)methyl]-4'-oxo-3',4'-dihydrospiro[azetidine-3,2'-[1]benzopyran]-1-carboxamide